FC=1C(=CC2=C(NC(N2C(C)C)=O)C1)C(=O)OCC ethyl 6-fluoro-3-isopropyl-2-oxo-2,3-dihydro-1H-benzo[d]imidazole-5-carboxylate